O1C(=CC2=C1C=CC=C2)C2=CC=C(C=C2)N(C2=CC=C(C=C2)C2=CC1=CC=CC=C1C=C2)C2=CC=C(C=C2)C=2SC1=C(N2)C=CC=C1 (4-benzofuran-2-yl-phenyl)-(4-benzothiazol-2-yl-phenyl)-(4-naphthalene-2-yl-phenyl)-amine